methyl 1-[(4S)-2-[[2-chloro-3-[2-chloro-3-[(2-methylpyrido[3,2-d]pyrimidin-4-yl)amino]phenyl]phenyl]carbamoyl]-4,5,6,7-tetrahydropyrazolo[1,5-a]pyridin-4-yl]piperidine-4-carboxylate ClC1=C(C=CC=C1C1=C(C(=CC=C1)NC=1C2=C(N=C(N1)C)C=CC=N2)Cl)NC(=O)C2=NN1C([C@H](CCC1)N1CCC(CC1)C(=O)OC)=C2